dimethyl-dimethylsilylene(cyclopentadienyl)(3,6-di-tert-butyl-fluoren-9-yl)hafnium CC([Si](=[Hf](C1C2=CC=C(C=C2C=2C=C(C=CC12)C(C)(C)C)C(C)(C)C)C1C=CC=C1)C)C